FC=1C=C(C=C(C1)F)C1CC=NN1C(=O)C1C[C@@H]2[C@@H](CN(C2)C2=NC=CC(=N2)C(=O)N)C1 2-(3ar,6as)-(5-(5-(3,5-difluorophenyl)-4,5-dihydro-1H-pyrazole-1-carbonyl)hexahydrocyclopenta[c]pyrrol-2(1H)-yl)pyrimidine-4-carboxamide